NC1=C(C=C(C=C1)N1CCC(CC1)CO)Cl (1-(4-amino-3-chlorophenyl)piperidin-4-yl)methanol